C(C)(C)(C)OC(=O)N1C[C@@H](CCC1)N (R)-1-t-butoxycarbonyl-3-aminopiperidine